(S)-6-Ethyl-N-((S)-1-(5-(isochinolin-7-yl)-1H-imidazol-2-yl)-7-oxononyl)-6-azaspiro[2.5]octan-1-carboxamid C(C)N1CCC2(C[C@@H]2C(=O)N[C@@H](CCCCCC(CC)=O)C=2NC(=CN2)C2=CC=C3C=CN=CC3=C2)CC1